C1(=CC=CC=C1)C=1C2=CC=CC=C2C=2C=CC=CC2C1C1=CC=CC=C1 9,10-diphenyl-phenanthrene